OC1CC(C1)OC1CCN(CC1)C(=O)OC(C)(C)C Tert-butyl 4-(3-hydroxycyclobutoxy)piperidine-1-carboxylate